BrC=1C(=C(O[C@H](CNC(OC(C)(C)C)=O)C)C=CC1F)CNCC tert-Butyl (S)-(2-(3-bromo-2-((ethylamino)methyl)-4-fluorophenoxy)propyl)carbamate